thiol-thiol disulfide C1=CSC(=C1)[S-](=S)=S